Tert-butyl-tris-(2-methoxyethoxy)silane cis-benzyl-(3-(hydroxymethyl)piperidin-4-yl)carbamate C(C1=CC=CC=C1)N(C(O)=O)[C@@H]1[C@@H](CNCC1)CO.C(C)(C)(C)[Si](OCCOC)(OCCOC)OCCOC